C(C)N1C(N(C2=NC(N(C=C12)[2H])SC)C1CCOCC1)=O 7-ethyl-2-(methylthio)-9-(tetrahydro-2H-pyran-4-yl)-7,9-dihydro-8H-purin-8-one-1-d